1-methyl-1H-pyrrolo[2,3-b]pyridin CN1C=CC=2C1=NC=CC2